5-amino-8-(2,6-dimethyl-4-pyridinyl)-2-isopropyl-7-phenyl-[1,2,4]triazolo[4,3-c]pyrimidin-3-one NC1=NC(=C(C=2N1C(N(N2)C(C)C)=O)C2=CC(=NC(=C2)C)C)C2=CC=CC=C2